tert-butyl N-(2-bromo-4-iodo-phenyl)carbamate BrC1=C(C=CC(=C1)I)NC(OC(C)(C)C)=O